3,4-dihydro-2H-quinolizin C=1CCCN2C=CC=CC12